CS(=O)(=O)OCCC\C=C/CC (4Z)-Hept-4-en-1-yl methanesulfonate